2-Benzyl-4-(4-chlorophenyl)-5-methylimidazole C(C1=CC=CC=C1)C=1NC(=C(N1)C1=CC=C(C=C1)Cl)C